CC1OC(CN(C1)C1=CC=C(C=C1)NC=1C=CC2=C(OCC(N2CCOC)=O)C1)C 7-((4-(2,6-dimethylmorpholino)phenyl)amino)-4-(2-methoxyethyl)-2H-benzo[b][1,4]oxazin-3(4H)-one